ClC1=C(C=C(CN2[C@H](CN(CC2)C(=O)N2N=C(C=C2)NS(=O)(=O)C)C)C=C1)N1CCC(CC1)OC(C)C (S)-N-(1-(4-(4-chloro-3-(4-isopropoxypiperidin-1-yl)benzyl)-3-methylpiperazine-1-carbonyl)-1H-pyrazol-3-yl)methanesulfonamide